O1CCOC12CCC(CC2)CCC(=O)O 3-(1,4-dioxaspiro[4.5]decan-8-yl)propanoic Acid